CC=1C=C(C=C(C1)C)NCCCC1=CC=C(OC(C(=O)O)(C)C)C=C1 2-(4-(3-((3,5-dimethylphenyl)amino)propyl)phenoxy)-2-methylpropanoic acid